7-chloro-2-(pyridin-4-yl)[1,2,4]triazolo[1,5-c]quinazolin-5(6H)-one ClC1=CC=CC=2C=3N(C(NC12)=O)N=C(N3)C3=CC=NC=C3